N1=NC(=NC=C1)S(=O)(=O)N 1,2,4-TriazineSulfonamide